C1(=CC=CC=C1)C=1OCCN1 2-phenyl-2-oxazoline